CC1=CCC(C=2CN3C(=NC12)C(=CC=C3)C(=O)O)=O 4-methyl-l-1-oxo-11H-pyrido[2,1-b]quinazoline-6-carboxylic acid